[Cl-].CC1=NC=CN1CC methyl-3-ethylimidazole chloride salt